(2S)-2-[4-bromo-2-(4-butoxy-4,5-dihydroisoxazol-3-yl)phenoxy]-3-cyclopropylpropionic acid methyl ester COC([C@H](CC1CC1)OC1=C(C=C(C=C1)Br)C1=NOCC1OCCCC)=O